C(C)(=O)N[C@@H](C(=O)N[C@H](C(=O)O)CCC(C)(C)C)CC1=CNC2=CC=CC=C12 (2S)-2-[(2R)-2-acetamido-3-(1H-indol-3-yl)propionylamino]-5,5-dimethylhexanoic acid